C(=O)(O)CC1CC(CCC1)CC(=O)O 1,3-bis(carboxymethyl)-cyclohexane